C(C)(C)OC(=O)[C@@H]1C[C@H](CCC1)OC=1C(=NC(=CC1)Br)C#N |r| (+/-)-(1s,3s)-3-((6-bromo-2-cyanopyridin-3-yl)oxy)cyclohexane-1-carboxylic acid isopropyl ester